BrC1=C(NC2=NOC3=C2C=CC=C3)C=CC=C1C1=CC=CC=C1 3-(2-Bromo-3-phenylanilino)benzisoxazol